C=CC(=O)OCCC(C(C(C(C(C(C(C(C(C(C(C(C(C(F)(F)F)(F)F)(F)F)(F)F)(F)F)(F)F)(F)F)(F)F)(F)F)(F)F)(F)F)(F)F)(F)F)(F)F 1,1,2,2-tetrahydroperfluorohexadecyl acrylate